methyl (2S)-6-(4-ethoxyphenyl)-2-[4,7,10-tris(2-tert-butoxy-2-oxoethyl)-1,4,7,10-tetraazacyclododecan-1-yl]hexanoate C(C)OC1=CC=C(C=C1)CCCC[C@@H](C(=O)OC)N1CCN(CCN(CCN(CC1)CC(OC(C)(C)C)=O)CC(OC(C)(C)C)=O)CC(=O)OC(C)(C)C